CC1(C2=CC=CC(=C2OC=2C(=CC=CC12)P(C1=CC=CC=C1)C1=CC=CC=C1)P(C1=CC=CC=C1)C1=CC=CC=C1)C 9,9-dimethyl-4,5-bis-diphenylphosphino-xanthene